C(=O)(O)[C@H](CC(=O)N1CC2=CC(=C(C(=C2C1)F)OCCCOC1=C(C(=C2CN(CC2=C1)C(C[C@@H](C(=O)O)C)=O)Cl)OC)OC)C (S)-4-(6-(3-((2-((S)-3-carboxybutanoyl)-4-fluoro-6-methoxyisoindolin-5-yl)oxy)propoxy)-4-chloro-5-methoxyisoindolin-2-yl)-2-methyl-4-oxobutanoic acid